((2R,3S,4R,5R)-5-(4-Aminopyrrolo[2,1-f][1,2,4]triazin-7-yl)-5-cyano-3,4-dihydroxytetrahydrofuran-2-yl)methyl (2-(octyloxy)ethyl) hydrogen phosphate P(=O)(OC[C@H]1O[C@@]([C@@H]([C@@H]1O)O)(C#N)C1=CC=C2C(=NC=NN21)N)(OCCOCCCCCCCC)O